tert-butyl (R)-4-isobutyl-3-(methoxymethyl)piperazine-1-carboxylate C(C(C)C)N1[C@H](CN(CC1)C(=O)OC(C)(C)C)COC